N-[1-[[2-chloro-5-[3-(trifluoromethyl)phenyl]phenyl]methyl]-2-[4-(4-methyl-1,2,4-triazol-3-yl)anilino]-2-oxo-ethyl]-2-methyl-pyrazole-3-carboxamide ClC1=C(C=C(C=C1)C1=CC(=CC=C1)C(F)(F)F)CC(C(=O)NC1=CC=C(C=C1)C1=NN=CN1C)NC(=O)C=1N(N=CC1)C